2-amino-6-hydroxy-6-methyl-2-(3-(trifluoromethoxy)phenyl)cyclohexan-1-one NC1(C(C(CCC1)(C)O)=O)C1=CC(=CC=C1)OC(F)(F)F